BrC1=C(C=CC(=C1)C1=CC=CC=C1)C1=CC=C(C=C1)Cl 2'-bromo-4-chloro-1,1':4',1''-terphenyl